Methyl 2-{6-ethoxy-4-[4-fluoro-2-(4-methyl-1,2,4-triazol-3-yl)phenyl]pyridin-2-yl}-7-methoxy-1,3-benzoxazole-5-carboxylate C(C)OC1=CC(=CC(=N1)C=1OC2=C(N1)C=C(C=C2OC)C(=O)OC)C2=C(C=C(C=C2)F)C2=NN=CN2C